ClC=1C=NC=C(C1N1N=CC(=C1C(F)(F)F)C(=O)N)Cl 1-(3,5-dichloropyridin-4-yl)-5-(trisFluoromethyl)-1H-pyrazole-4-carboxamide